(±)-N-(3-aminopropyl)-N,N-dimethyl-2,3-bis(cis-9-tetradeceneyloxy)-1-propanaminium NCCC[N+](C[C@H](COCCCCCCCC\C=C/CCCC)OCCCCCCCC\C=C/CCCC)(C)C |r|